(5-(6-(5,6-dihydroimidazo[1,5-a]pyrazin-7(8H)-yl)-1H-imidazo[4,5-c]pyridin-2-yl)-1H-pyrrol-3-yl)(2-(trifluoromethyl)phenyl)methanone C=1N=CN2C1CN(CC2)C2=CC1=C(C=N2)N=C(N1)C1=CC(=CN1)C(=O)C1=C(C=CC=C1)C(F)(F)F